5-(4-(1H-pyrrolo[3,2-c]pyridin-3-yl)piperidin-1-yl)-2-morpholinobenzo[d]oxazole N1C=C(C=2C=NC=CC21)C2CCN(CC2)C=2C=CC1=C(N=C(O1)N1CCOCC1)C2